FC1=CC(=C(CNC=O)C=C1)C=C N-(4-fluoro-2-vinylbenzyl)carboxamide